tert-butyl-4-(1-methylpyrazol-4-yl)-3,4-dihydro-1H-isoquinoline-2-carboxylate C(C)(C)(C)OC(=O)N1CC2=CC=CC=C2C(C1)C=1C=NN(C1)C